4-[4-[[4-[(3R,5R)-5-[(3-Bromo-4-oxo-pyrido[1,2-a]pyrimidin-2-yl)amino]-1-methyl-3-piperidyl]phenoxy]methyl]-1-piperidyl]-2-(2,6-dioxo-3-piperidyl)isoindoline-1,3-dione BrC1=C(N=C2N(C1=O)C=CC=C2)N[C@@H]2C[C@@H](CN(C2)C)C2=CC=C(OCC1CCN(CC1)C1=C3C(N(C(C3=CC=C1)=O)C1C(NC(CC1)=O)=O)=O)C=C2